(2R,3S)-3-(2-((2,6-dichlorophenyl)amino)-4,5-dihydro-1H-imidazole-1-carbonyl)-2-((1-methyl-1H-imidazol-5-yl)methyl)pentyl cyclopropanecarboxylate C1(CC1)C(=O)OC[C@@H]([C@H](CC)C(=O)N1C(=NCC1)NC1=C(C=CC=C1Cl)Cl)CC1=CN=CN1C